N-[4-[(6,7-Dimethoxy-1,5-naphthyridin-4-yl)oxy]-3-fluorophenyl]-1-(5-ethoxypyridin-2-yl)-6-methyl-2-oxopyridine-3-carboxamide COC=1N=C2C(=CC=NC2=CC1OC)OC1=C(C=C(C=C1)NC(=O)C=1C(N(C(=CC1)C)C1=NC=C(C=C1)OCC)=O)F